COC(=O)C1=CC(=C2C(=N1)CCO2)CC=2C=NC(=CC2)OC 7-((6-methoxypyridin-3-yl)methyl)-2,3-dihydrofuro[3,2-b]pyridine-5-carboxylic acid methyl ester